C(#N)C1=C(N(N=C1C1=CC=C(C=C1)CC(NC1=CC(=NO1)C1CC12CCC2)=O)C(C)C)NC(OC(C)(C)C)=O tert-Butyl N-[4-cyano-2-isopropyl-5-[4-[2-oxo-2-[(3-spiro[2.3]hexan-2-ylisoxazol-5-yl)amino]ethyl]phenyl]pyrazol-3-yl]carbamate